N,N-dimethyl-1-(3-methyl-2-phenyl-2H-pyrazolo[4,3-c]pyridin-6-yl)azetidine-3-sulfonamide CN(S(=O)(=O)C1CN(C1)C1=CC=2C(C=N1)=C(N(N2)C2=CC=CC=C2)C)C